C(=O)(O)[NH3+] carboxyl-ammonium